ClC=1C=C(C=CC1)C1=CC(=NO1)[C@@H](C)OC1=NN=C(N1C)C1=CC=NC=C1 5-(3-chlorophenyl)-3-[(1R)-1-[(4-methyl-5-pyridin-4-yl-1,2,4-triazol-3-yl)oxy]ethyl]-1,2-oxazole